BrC=1C=C(C=CC1)NC(=O)NN N-(3-bromophenyl)hydrazinecarboxamide